NC=1C=2O[C@@H](C3=CC(=CC=C3C3=C(C=NN3CC=3C=NN(C3C(=CN1)C2)C2CCC2)C#N)F)C (19R)-22-amino-3-cyclobutyl-16-fluoro-19-methyl-20-oxa-3,4,8,9,23-pentaazapentacyclo[19.3.1.02,6.08,12.013,18]pentacosa-1(24),2(6),4,9,11,13,15,17,21(25),22-decaene-11-carbonitrile